OCCN(CCCC(=O)OC(C(=O)OCCCCCCCCCCCCC)C(=O)OCCCCCCCCCCCCC)C ditridecyl 2-((4-((2-hydroxyethyl)(methyl)amino)butanoyl)oxy)malonate